9-(4-tert-butylphenyl)-3,6-bis(triphenylmethyl)-9H-carbazole C(C)(C)(C)C1=CC=C(C=C1)N1C2=CC=C(C=C2C=2C=C(C=CC12)C(C1=CC=CC=C1)(C1=CC=CC=C1)C1=CC=CC=C1)C(C1=CC=CC=C1)(C1=CC=CC=C1)C1=CC=CC=C1